4-phenylhexa-2,4-dienal C1(=CC=CC=C1)C(C=CC=O)=CC